COC1=CC=C(C=C1)C1=C(NC2=C(C=CC=C12)C)C(=O)O 3-(4-methoxyphenyl)-7-methyl-1H-indole-2-carboxylic acid